OC1=CC=C(CNC(=O)C2C(=NN(C2C2=CC=CC=C2)C2=CC=CC=C2)C2=CC=CC=C2)C=C1 1,3,5-triphenyl-4,5-dihydro-1H-pyrazole-4-carboxylic acid 4-hydroxy-benzylamide